2,4-dichloro-6-(2-ethylhexylthio)triazine ClN1NC(=CC(=N1)Cl)SCC(CCCC)CC